FC(OC1=CC=C(C=C1)N1C(C(=NC=2C=NC(=NC12)NCC(F)(F)F)C1=CC2=CN(N=C2C=C1)C)=O)F 8-(4-(Difluoromethoxy)phenyl)-6-(2-methyl-2H-indazol-5-yl)-2-((2,2,2-trifluoroEthyl)amino)pteridine-7(8H)-one